3-[(3,5-Dimethoxyphenyl)methylamino]-5-morpholinopyrazine-2-carbonitrile COC=1C=C(C=C(C1)OC)CNC=1C(=NC=C(N1)N1CCOCC1)C#N